ClC1=C(C=C(OCC(=O)NC23C(CC(CC2)(CC3)NC(COC3=CC(=C(C=C3)F)F)=O)O)C=C1)F 2-(4-chloro-3-fluorophenoxy)-N-{4-[2-(3,4-difluorophenoxy)acetylamino]-2-hydroxybicyclo[2.2.2]octan-1-yl}acetamide